N-((6-(isoxazol-3-ylmethoxy)-5-(trifluoromethoxy)-1H-indol-2-yl)methyl)azetidine-1-carboxamide O1N=C(C=C1)COC1=C(C=C2C=C(NC2=C1)CNC(=O)N1CCC1)OC(F)(F)F